(4-(5-(4-aminopiperidin-1-yl)-5-oxopentyl)-1-phenyl-1H-imidazol-2-yl)-3-(1-methyl-1H-pyrazol-4-yl)benzamide Sodium [Na].NC1CCN(CC1)C(CCCCC=1N=C(N(C1)C1=CC=CC=C1)C1=C(C(=O)N)C=CC=C1C=1C=NN(C1)C)=O